C1N(CC12CCNCC2)C=2SC1=C(N2)SC(=N1)C1=NC=C(C=C1O)C=1C=NNC1 2-[5-(2,7-Diazaspiro[3.5]nonan-2-yl)[1,3]thiazolo[5,4-d][1,3]thiazol-2-yl]-5-(1H-pyrazol-4-yl)pyridin-3-ol